9,9-bis(6-hydroxy-2-naphthyl)-1,8-di(9-phenanthryl)fluorene OC=1C=C2C=CC(=CC2=CC1)C1(C2=C(C=CC=C2C=2C=CC=C(C12)C=1C2=CC=CC=C2C=2C=CC=CC2C1)C=1C2=CC=CC=C2C=2C=CC=CC2C1)C1=CC2=CC=C(C=C2C=C1)O